FC(CC(CO)(C)NC(=O)C1=C(OC2=C1C=C(C=C2)[C@H]2[C@@H](C2)C2=CC=CC=C2)C)F N-(4,4-difluoro-1-hydroxy-2-methylbutan-2-yl)-2-methyl-5-(trans-2-phenylcyclopropyl)benzofuran-3-carboxamide